O1COC2=C1C=CC(=C2)CNC=2C=CC=C1C(=CC=NC21)C=2C=NN(C2)CC(F)(F)F N-(benzo[d][1,3]dioxol-5-ylmethyl)-4-(1-(2,2,2-trifluoroethyl)-1H-pyrazol-4-yl)quinolin-8-amine